C(=O)C1=CC=C(O1)C=1C=C2C(=CN(C2=CC1)C1OCCCC1)C(=O)NC1=CC=NC=C1 5-(5-Formylfuran-2-yl)-N-(pyridine-4-yl)-1-(tetrahydro-2H-pyran-2-yl)-1H-indole-3-carboxamide